ClC1=C(C=CC=C1)[C@H]1CC[C@H](N1C(C1=CC=C(C=C1)C1=CC2=CC=CC=C2C=C1)=O)C(=O)O (2S,5R)-5-(2-chlorophenyl)-1-(4-(naphthalen-2-yl)benzoyl)pyrrolidine-2-carboxylic acid